C[C@H]1[C@H](N(C[C@@H](O1)C)C(=O)OC(C)(C)C)CNC1=NC=C(C=C1)C(F)(F)F tert-Butyl (2S,3R,6S)-2,6-dimethyl-3-(((5-(trifluoromethyl)pyridin-2-yl)amino)methyl)morpholine-4-carboxylate